C(OCC1=CC=C(C=C1)NC([C@H](C)NC([C@H](C(C)C)NC(CCCCCNC(C(=C)Br)=O)=O)=O)=O)(OC1=CC=C(C=C1)[N+](=O)[O-])=O 4-((S)-2-((S)-2-(6-(2-bromoacrylamido)hexanamido)-3-methylbutanamido)propanamido)benzyl (4-nitrophenyl) carbonate